tert-butyl {(1S)-1-[1-(5-bromopyridin-2-yl)-1H-1,2,4-triazol-5-yl]ethyl}carbamate BrC=1C=CC(=NC1)N1N=CN=C1[C@H](C)NC(OC(C)(C)C)=O